C(C)N1N=C(C=C1)C=1C=C(C=C(C1)C=1C=NN(C1)C1COC1)[C@@H](C)NC(C1=C(C=CC(=C1)N1[C@H]2CN([C@@H](C1)C2)C)C)=O N-((R)-1-(3-(1-ethyl-1H-pyrazol-3-yl)-5-(1-(oxetan-3-yl)-1H-pyrazol-4-yl)phenyl)ethyl)-2-methyl-5-((1R,4R)-5-methyl-2,5-diazabicyclo[2.2.1]heptan-2-yl)benzamide